ClC1=CC=2C(=NSC2N2CCNCC2)C(=C1C1=NC(=CC2=CC=CC=C12)NC)F 1-(5-chloro-7-fluoro-3-(piperazin-1-yl)benzo[c]isothiazol-6-yl)-N-methylisoquinolin-3-amine